1,4-diisocyanato-butane N(=C=O)CCCCN=C=O